OC(C(=O)O)S(=O)O 2-hydroxy-2-sulfinoacetic acid